OC[C@H](C1=CC=CC=C1)NC1=NC(=NC=C1C=1OC=NN1)NC1=CC=C2C(N3[C@](C2=C1)(CC=CC3)C)=O (S)-9-((4-(((S)-2-hydroxy-1-phenylethyl)amino)-5-(1,3,4-oxadiazol-2-yl)pyrimidin-2-yl)amino)-10b-methyl-1,10b-dihydropyrido[2,1-a]isoindol-6(4H)-one